COCCN1C(CNC=2C1=NC(=CN2)C=2C=C1C(=NC2)NC=C1)=O 1-(2-methoxyethyl)-7-(1H-pyrrolo[2,3-b]pyridin-5-yl)-3,4-dihydropyrazino[2,3-b]pyrazin-2(1H)-one